4-((2-(4-(4-((R)-3-(4-amino-3-(4-phenoxyphenyl)-1H-pyrazolo[3,4-d]pyrimidine-1-yl)piperidin-1-yl)-4-oxobutyl)piperazin-1-yl)ethyl)thio)-2-(2,6-dioxopiperidin-3-yl)Isoindoline-1,3-dione NC1=C2C(=NC=N1)N(N=C2C2=CC=C(C=C2)OC2=CC=CC=C2)[C@H]2CN(CCC2)C(CCCN2CCN(CC2)CCSC2=C1C(N(C(C1=CC=C2)=O)C2C(NC(CC2)=O)=O)=O)=O